2,4-dichloro-5-pyrimidinecarboxylic acid ethyl ester C(C)OC(=O)C=1C(=NC(=NC1)Cl)Cl